COC1=CC=C(CN(S(=O)(=O)CCCCC(C(=O)OC)C2=CC=CC=C2)CC2=CC=C(C=C2)OC)C=C1 methyl 6-(N,N-bis(4-methoxybenzyl)sulfamoyl)-2-phenylhexanoate